NC=1C=CC(N(C1)C1=CC=C(C=C1)Cl)OC 5-amino-N-(4-chlorophenyl)-2-methoxypyridine